(E)-pent-1-en-1-yl-boric acid C(=C\CCC)/OB(O)O